ClC1=CC(=C(C=N1)NC(=O)C1(CN(C1)CCCC(C(=O)OCC)(C)C)C1=C(C=CC=C1)C(C)C)OC ethyl 5-(3-((6-chloro-4-methoxypyridin-3-yl) carbamoyl)-3-(2-isopropylphenyl) azetidin-1-yl)-2,2-dimethylvalerate